(1R,4R)-N1-(9-isopropylisoxazolo[5,4-h]quinazolin-2-yl)-N4-(pyrimidin-2-yl)cyclohexane-1,4-diamine C(C)(C)C1=NOC2=CC=C3C=NC(=NC3=C21)NC2CCC(CC2)NC2=NC=CC=N2